6-hexyl-2,4-di-tert-butylphenol C(CCCCC)C1=CC(=CC(=C1O)C(C)(C)C)C(C)(C)C